ClC1=C(C=C(C=C1)C=1CCSC2=C(C1C1=CC=C(C=C1)O[C@@H]1CN(CC1)CCCF)C=CC(=C2)C(=O)O)C 4-(4-chloro-3-methyl-phenyl)-5-[4-[(3S)-1-(3-fluoropropyl)pyrrolidin-3-yl]oxyphenyl]-2,3-dihydro-1-benzothiepin-8-carboxylic acid